5-cyclohexyloxycarbonylamino-3-(octahydroindolizin-7-yl)-1H-indole C1(CCCCC1)OC(=O)NC=1C=C2C(=CNC2=CC1)C1CCN2CCCC2C1